1-(1-methyldihydroindol-4-yl)-5-(trifluoromethyl)-1H-pyrazole-4-carboxylic acid ethyl ester C(C)OC(=O)C=1C=NN(C1C(F)(F)F)C1=C2CCN(C2=CC=C1)C